6-((6-amino-5-methoxypyrimidin-4-yl)amino)-8-methyl-2H-spiro[imidazo[1,5-a]pyridine-3,4'-piperidine]-1,5-dione hydrochloride Cl.NC1=C(C(=NC=N1)NC1=CC(=C2N(C1=O)C1(CCNCC1)NC2=O)C)OC